2'-Deoxy-N6-methyl-adenosine 3',5'-diphosphate diammonium salt [NH4+].[NH4+].P(=O)([O-])([O-])O[C@H]1C[C@@H](O[C@@H]1COP(=O)(O)O)N1C=NC=2C(NC)=NC=NC12